3-methyl-l-1-oxo-10,11-dihydrodibenzo[b,f][1,4]oxazepine-7-carbaldehyde CC1=CC2=C(CNC3=C(O2)C=C(C=C3)C=O)C(C1)=O